[NH4+].C(CCCCCCCCC)OC=1C=C(C=CC1)CCC(=O)N(CCOP(=O)(O)O)CC1=CC=C(C=C1)OC.NC1=NC=C(C=C1C(=O)NCC(C=1C=NC=CC1)=O)Br 2-amino-5-bromo-N-(2-oxo-2-(pyridin-3-yl)ethyl)pyridine-3-carboxamide 2-[{3-[3-(Decyloxy)phenyl]propanoyl}(4-methoxybenzyl)amino]ethyl-dihydrogenphosphate ammonium salt